BrCCC=1C(N=C2C=CC=CC12)=O 3-(2-bromoethyl)indol-2-one